C(C)(C)(C)C=1C=C(C=C(C1O)C(C)(C)C)CCC(=O)NCCCNC(CCC1=CC(=C(C(=C1)C(C)(C)C)O)C(C)(C)C)=O N,N'-di-(3,5-di-tert-butyl-4-hydroxyphenylpropionyl)trimethylenediamine